C(#N)C=1C=NN2C1C(=CC(=C2)OCC)C=2C=CC(=NC2)N2C[C@@H]1[C@H](CC2)CCN1C(=O)OC(C)(C)C tert-butyl (3aR,7aS)-6-(5-(3-cyano-6-ethoxypyrazolo[1,5-a]pyridin-4-yl)pyridin-2-yl)octahydro-1H-pyrrolo[2,3-c]pyridine-1-carboxylate